CC(C)C=CC(C)C 2-methyl-5-methyl-3-hexen